C(=C\C)/SO E-1-propensulfenic acid